FC1=CC=C(C(=O)NC(C)C2=[NH+]C=3CCCN(C3C=C2)C(C2=NC=CC(=C2)F)=O)C=C1 2-(1-(4-fluorobenzamido)ethyl)-5-(4-fluoropicolinoyl)-5,6,7,8-tetrahydro-1,5-naphthyridin-1-ium